OC1(CN(CCC1)C[C@@H](C)[C@H]1CC[C@H]2\C(\CCC[C@]12C)=C\C=C\1/C([C@H](C[C@@H](C1)O)O)=C)C (1R,3S,Z)-5-(2-((1R,3aS,7aR,E)-1-((2S)-1-(3-hydroxy-3-methylpiperidin-1-yl)propane-2-yl)-7a-methyloctahydro-4H-inden-4-ylidene)ethylidene)-4-methylenecyclohexane-1,3-diol